BrC=1C=C(OCC2=NC=CC=C2)C=CC1F 2-[(3-bromo-4-fluoro-phenoxy)methyl]pyridine